Sodium calcium magnesium [Mg].[Ca].[Na]